3,5-Diiodo-2-(2-(2-Methoxyethoxy)Ethoxy)Benzaldehyde IC=1C(=C(C=O)C=C(C1)I)OCCOCCOC